Methyl-4-oxohexanoic acid CC(C(=O)O)CC(CC)=O